BrC=1C(=NN(C1)COCC[Si](C)(C)C)COCCO 2-((4-bromo-1-((2-(trimethylsilyl)ethoxy)methyl)-1H-pyrazol-3-yl)methoxy)ethanol